FC1=CC(=C(C=C1F)NNC1=NC(=NC=N1)NC=1C(=CC(=C(C1)NC(C=C)=O)N(CCN1CCCCC1)C)OC)C(C)(C)O N-(5-(4-(4,5-difluoro-2-(2-hydroxypropan-2-yl)phenylaminoamino)-1,3,5-triazin-2-ylamino)-4-methoxy-2-(methyl(2-(piperidin-1-yl)ethyl)amino)phenyl)acryl-amide